C1(=CC=CC=C1)C=1N=C2N(C=C(C=C2C2=C(C=CC=C2)S(=O)(=O)N)C2=CC=CC=C2)C1 2-(2,6-diphenylimidazo[1,2-a]pyridin-8-yl)benzenesulfonamide